5-Chloro-2,4-diethylpyridine ClC=1C(=CC(=NC1)CC)CC